C1(CC1)C1=C2CCN(C2=CC=C1)C(=O)NC=1C=C2CN(C(C2=CC1)=O)C1C(NC(CC1)=O)=O 4-cyclopropyl-N-(2-(2,6-dioxopiperidin-3-yl)-1-oxoisoindolin-5-yl)indoline-1-carboxamide